2-((4-(6-(Benzyloxy)pyridin-2-yl)piperidin-1-yl)methyl)-1-methyl-1H-benzo[d]imidazole-6-carboxylic acid C(C1=CC=CC=C1)OC1=CC=CC(=N1)C1CCN(CC1)CC1=NC2=C(N1C)C=C(C=C2)C(=O)O